lead tin iodine formamidine C(=N)N.[I].[Sn].[Pb]